(Z)-2,4-dimethyl-8-phenyl-N-p-toluenesulfonyloxy-oct-2-enoic acid amide C/C(/C(=O)NOS(=O)(=O)C1=CC=C(C)C=C1)=C/C(CCCCC1=CC=CC=C1)C